CCC=CCC(CCCCCC)OC1=C(C=C(C=C1)C)OCC 1-(dodec-3-en-6-yloxy)-2-ethoxy-4-methylbenzene